CC1=CC=C(C2=CC=CC=C12)C1CC2NC(C1)C2 3-(4-methylnaphthalen-1-yl)-6-azabicyclo[3.1.1]heptane